3-[5-(methylsulfonylpiperidinomethyl)-indolyl]-quinolinone CS(=O)(=O)C(C=1C=C2C=C(NC2=CC1)C=1C(NC2=CC=CC=C2C1)=O)N1CCCCC1